N,N-diethyl-trimethyl-silyl-amine C(C)N(CC)[Si](C)(C)C